3-(6-bromo-1-oxo-7-phenylisoindolin-2-yl)piperidine-2,6-dione BrC1=CC=C2CN(C(C2=C1C1=CC=CC=C1)=O)C1C(NC(CC1)=O)=O